ONC(C1=CC=C(C=C1)NC(CC1=CNC2=CC=C(C=C12)C1=CC=C(C=C1)OCC)=O)=O N-hydroxy-4-(2-(5-(4-ethoxyphenyl)-1H-indol-3-yl)acetamido)benzamide